N1(CCC1)C[C@H](C(C)C)N(C(C1=CC=C(C=C1)Br)=O)C (S)-N-(1-(Azetidin-1-yl)-3-methylbutan-2-yl)-4-bromo-N-methylbenzamide